C1(CC1)N1C(=NC(=C1)C(F)(F)F)C1=C(C=C(C=C1)CN)OC 1-{4-[1-cyclopropyl-4-(trifluoromethyl)imidazol-2-yl]-3-methoxyphenyl}methanamine